2-methoxy-2-(7H-dibenzo[c,g]carbazol-7-yl)ethanamine COC(CN)N1C=2C=CC3=C(C2C=2C4=C(C=CC12)C=CC=C4)C=CC=C3